CS(=O)[O-].[Na+].CS(=O)(=O)C=1C=C(C=NC1)CO[C@@H](CO)COCCCCCCCCCCCCCCCCCC (S)-2-((5-(methylsulfonyl)pyridin-3-yl)methoxy)-3-(octadecyloxy)propan-1-ol Sodium methanesulfinate